C1(=CC=C(C2=CC=CC=C12)C(=O)[O-])C(=O)[O-].[Fe+2] Iron 1,4-naphthalenedicarboxylate